2,2'-Dimethylbenzidine CC1=C(C=CC(=C1)N)C1=C(C=C(N)C=C1)C